(7S)-7-(piperazin-1-yl)-2-{4-[3-(trifluoromethoxy)phenoxy]phenyl}-4,5,6,7-tetrahydro-2H-pyrazolo[4,3-b]pyridine-3-carboxamide N1(CCNCC1)[C@@H]1C=2C(NCC1)=C(N(N2)C2=CC=C(C=C2)OC2=CC(=CC=C2)OC(F)(F)F)C(=O)N